ClC=1C=CC2=C(CC(CC=3N2C=NN3)NC(OC(C)(C)C)=O)C1 tert-butyl (8-chloro-5,6-dihydro-4H-[1,2,4]triazolo[4,3-a][1]benzazepin-5-yl)carbamate